1-methylene-2,5-dimethylbenzene C=C1C(C=CC(=C1)C)C